FC(C1=NN=C(O1)N1C(N(C2=C1C=C(C=C2)S(=O)(=O)NC2(CC2)CF)CC)=O)F 3-[5-(difluoromethyl)-1,3,4-oxadiazol-2-yl]-1-ethyl-N-[1-(fluoromethyl)cyclopropyl]-2-oxo-benzimidazole-5-sulfonamide